N-{7-ethoxy-4-[(3-methyl-4-{[1,2,4]triazolo[1,5-a]pyridin-7-yloxy}phenyl)amino]quinazolin-6-yl}-4-(4-methylpiperazin-1-yl)but-2-ynamide triformate C(=O)O.C(=O)O.C(=O)O.C(C)OC1=C(C=C2C(=NC=NC2=C1)NC1=CC(=C(C=C1)OC1=CC=2N(C=C1)N=CN2)C)NC(C#CCN2CCN(CC2)C)=O